CN(C(=O)C1=NN2C(C(OCC2)C2=CC=CC=C2)=N1)C N,N-dimethyl-8-phenyl-6,8-dihydro-5H-[1,2,4]triazolo[5,1-c][1,4]oxazine-2-carboxamide